CC(CCC(=O)O)CCCCC(C)C 4,9-dimethyldecanoic acid